N-[cis-3-[(4-trifluoromethoxyphenyl)sulfonyl]-3-(2,5-difluorophenyl)cyclobutyl]-1,1,1-trifluoromethanesulfonamide FC(OC1=CC=C(C=C1)S(=O)(=O)C1(CC(C1)NS(=O)(=O)C(F)(F)F)C1=C(C=CC(=C1)F)F)(F)F